N-(methyl-d3)-3-(6-(((3aR,5s,6aS)-2-((tetrahydro-2H-pyran-4-yl)methyl-d2)octahydrocyclopenta[c]pyrrol-5-yl)amino)pyridazin-3-yl)benzamide C(NC(C1=CC(=CC=C1)C=1N=NC(=CC1)NC1C[C@@H]2[C@@H](CN(C2)C([2H])([2H])C2CCOCC2)C1)=O)([2H])([2H])[2H]